lauryl Ethyl phosphate P(=O)(OCCCCCCCCCCCC)(OCC)[O-]